1-(1-(6,7-difluoro-1-oxo-1,2-dihydroisoquinolin-4-yl)ethyl)-1-methylurea FC=1C=C2C(=CNC(C2=CC1F)=O)C(C)N(C(=O)N)C